C(C)OC([C@@H](NCCC[Si](OC)(OC)OC)CC(=O)OCC)=O (3-trimethoxysilylpropyl)-aspartic acid diethyl ester